7-(4-(cyclopropylmethoxy)-5-(1-methylpiperidine-4-yl)-1H-benzo[d]imidazol-2-yl)-6-methoxy-1H-pyrrolo[3,2-c]pyridine-3-carbonitrile C1(CC1)COC1=C(C=CC=2NC(=NC21)C=2C1=C(C=NC2OC)C(=CN1)C#N)C1CCN(CC1)C